4-cyclohexylphenol C1(CCCCC1)C1=CC=C(C=C1)O